C1(=CC=CC=C1)C(C=CC=1NC=CC1)=O 1-phenyl-3-(1H-pyrrol-2-yl)-prop-2-en-1-one